(S)-2-((5-(2-(6-amino-2-methylhex-3-yl)-2,6-diazaspiro[3.4]oct-6-yl)-1,2,4-triazin-6-yl)oxy)-N-ethyl-5-fluoro-N-isopropylbenzamide hydrochloride Cl.NCCC[C@@H](C(C)C)N1CC2(C1)CN(CC2)C=2N=CN=NC2OC2=C(C(=O)N(C(C)C)CC)C=C(C=C2)F